[Si](C1=CC=CC=C1)(C1=CC=CC=C1)(C(C)(C)C)O[C@@]1(CN(CCOC1)C1=NC(=NC(=N1)Cl)Cl)C |r| Rac-6-[(tert-butyldiphenylsilyl)oxy]-4-(4,6-dichloro-1,3,5-triazin-2-yl)-6-methyl-1,4-oxazepane